N-(3-((2-((4-((dimethylamino)methyl)phenyl)amino)-5-(4-(trifluoromethyl)phenyl)pyrimidin-4-yl)amino)-4-fluorophenyl)acrylamide trifluoroacetate FC(C(=O)O)(F)F.CN(C)CC1=CC=C(C=C1)NC1=NC=C(C(=N1)NC=1C=C(C=CC1F)NC(C=C)=O)C1=CC=C(C=C1)C(F)(F)F